CCCCC1=C2C(=CC=C1)SC(=N2)SN Butyl-2-benzothiazolesulfenamide